1-(4-fluorophenyl)-2-(tetrahydropyrimidine-2(1H)-ylidene)ethanone dodecyl-acetate C(CCCCCCCCCCC)OC(C)=O.FC1=CC=C(C=C1)C(C=C1NCCCN1)=O